(methyl)(1-(3-(3-methyl-1H-pyrazol-5-yl)-5-((R)-3-methylmorpholino)isothiazolo[4,5-b]pyridin-7-yl) cyclopropyl)-λ6-sulfanyl ketone C[SH3](C1(CC1)C1=C2C(=NC(=C1)N1[C@@H](COCC1)C)C(=NS2)C2=CC(=NN2)C)C(=O)[SH3](C)C2(CC2)C2=C1C(=NC(=C2)N2[C@@H](COCC2)C)C(=NS1)C1=CC(=NN1)C